C(C)(C)C1=NC=NC(=C1N1C(N=C(C2=C1N=C(C(=C2)F)C2=C(C=CC=C2)F)N2[C@@H](CN(C[C@@H]2C)C(C=C)=O)C)=O)C(C)C 1-(4,6-Diisopropylpyrimidin-5-yl)-4-[(2R,6S)-2,6-dimethyl-4-prop-2-enoyl-piperazin-1-yl]-6-fluoro-7-(2-fluoro-phenyl)pyrido[2,3-d]pyrimidin-2-one